2-((17,17,17-trifluoroheptadec-15-yn-1-yl)oxy)ethyl hydrogen ((((R)-1-(6-amino-9H-purin-9-yl)propan-2-yl)oxy)methyl)phosphonate NC1=C2N=CN(C2=NC=N1)C[C@@H](C)OCP(OCCOCCCCCCCCCCCCCCC#CC(F)(F)F)(O)=O